1-(4-(pentafluoro-λ6-sulfaneyl)phenyl)-1H-pyrazolo[4,3-b]pyridine-3-carbonitrile FS(C1=CC=C(C=C1)N1N=C(C2=NC=CC=C21)C#N)(F)(F)(F)F